P(=O)(OCCN(C)CC1=C(C=CC(=C1)NC([C@H](C)NC([C@H](C)NC(CN=[N+]=[N-])=O)=O)=O)CO)(OCC[N+](C)(C)C)[O-] 2-((5-((S)-2-((S)-2-(2-azidoacetamido)propanamido)propanamido)-2-(hydroxymethyl)benzyl)(methyl)amino)ethyl (2-(trimethylammonio)ethyl) phosphate